1-imino-1λ6-thiomorpholine 1-oxide hydrochloride Cl.N=S1(CCNCC1)=O